FC=1C=C(C#N)C=CC1N1CC(N(C2(CC(C2)C(=O)N2CCC(CC2)O)C1=O)CC1=CC=C(C=C1)C(F)(F)F)=O 3-fluoro-4-(2-(4-hydroxypiperidine-1-carbonyl)-6,9-dioxo-5-(4-(trifluoromethyl)benzyl)-5,8-diazaspiro[3.5]nonan-8-yl)benzonitrile